methyl 5-((4-bromo-1-(N,N-dimethylsulfamoyl)-6-fluoro-1H-benzo[d]imidazol-5-yl)oxy)-2-fluorobenzimidothioate hydroiodide I.BrC1=C(C(=CC=2N(C=NC21)S(N(C)C)(=O)=O)F)OC=2C=CC(=C(C(=N)SC)C2)F